C(#N)C1=NC2=CC(=CC(=C2N=C1NCC1(CC1)F)[C@@H](C)NC1=C(C(=O)O)C=CC=C1)C (R)-2-((1-(2-cyano-3-(((1-fluoro-cyclopropyl)methyl)amino)-7-meth-ylquinoxalin-5-yl)ethyl)amino)-benzoic acid